C1(CC1)S(=O)(=O)NC1=NC=CC(=N1)C(C(=O)NC1=NC=C(C=C1)C1=NC(=CN=C1)OC)CC 2-(2-(cyclopropanesulfonamido)pyrimidin-4-yl)-N-(5-(6-methoxypyrazin-2-yl)pyridin-2-yl)butanamide